BrC1=CC=CC(=N1)NC(=O)C1NCC(C1)OC N-(6-bromopyridin-2-yl)-4-methoxypyrrolidine-2-carboxamide